3-(methacryloyloxy)propyltrimethyl-ammonium iodide [I-].C(C(=C)C)(=O)OCCC[N+](C)(C)C